C1(CC1)C(C)C=1C(=C2CCCC2=C(C1)F)NC(=O)C1=C(OC=C1C(C)(C)O)S(=O)(=O)N ((5-(1-cyclopropylethyl)-7-fluoro-2,3-dihydro-1H-inden-4-yl)carbamoyl)-4-(2-hydroxypropan-2-yl)furan-2-sulfonamide